(E)-N-(5-Chloro-4-methyl-2-(trifluoromethyl)pyridin-3-yl)-3-(7-fluoro-1-(tetrahydro-2H-pyran-2-yl)-1H-indazol-6-yl)acrylamide ClC=1C(=C(C(=NC1)C(F)(F)F)NC(\C=C\C1=CC=C2C=NN(C2=C1F)C1OCCCC1)=O)C